CC(CC=O)CCCC(C)(O)C 3,7-Dimethyl-7-hydroxyoctanal